(R)-(5-(6-(6-(2-(ethyl(isopropyl)carbamoyl)-4-fluorophenoxy)-1,2,4-triazin-5-yl)-2,6-diazaspiro[3.4]octan-2-yl)-2,6-dimethylheptan-2-yl)(methyl)carbamate C(C)N(C(=O)C1=C(OC2=C(N=CN=N2)N2CC3(CN(C3)[C@H](CCC(C)(C)OC(NC)=O)C(C)C)CC2)C=CC(=C1)F)C(C)C